2-(2,6-dimethylpyridin-4-yl)-3-isopropyl-5-(1-((2-methyl-1H-imidazol-4-yl)methyl)piperidin-4-yl)-1H-indole CC1=NC(=CC(=C1)C=1NC2=CC=C(C=C2C1C(C)C)C1CCN(CC1)CC=1N=C(NC1)C)C